C(C)(C)(C)OC(=O)N1CCN(CC1)C=1C2=C(N=CN1)C=CC(=N2)Cl 4-(6-chloropyrido[3,2-d]pyrimidine-4-yl)piperazine-1-carboxylic acid tert-butyl ester